4-[(1S)-1-{[8-(2,6-difluorobenzyl)-7-oxo-pyrido[2,3-d]pyrimidin-2-yl]amino}ethyl]-N-(1-methylpiperidin-4-yl)benzamide FC1=C(CN2C(C=CC3=C2N=C(N=C3)N[C@@H](C)C3=CC=C(C(=O)NC2CCN(CC2)C)C=C3)=O)C(=CC=C1)F